CC=1N=C2N(C=C(C=C2C)C=2C=CC(=NC2CC)N2CCC(CC2)N2C[C@H]([C@@H](C2)OC)N)C1 (3R,4R)-1-[1-[5-(2,8-dimethylimidazo[1,2-a]pyridin-6-yl)-6-ethyl-2-pyridinyl]-4-piperidinyl]-4-methoxy-pyrrolidin-3-amine